C(C)C=1C(=NN(C1)C(C(=O)OCC)(C)C)C1=CC=C(C=C1)F ethyl-1-(1-ethoxy-2-methyl-1-oxopropan-2-yl)-3-(4-fluorophenyl)-1H-pyrazole